NC1=NC(=C2C(=N1)N(N=C2)CC2=CC=C(C=C2)N)C=2C=C(C#N)C=CC2 3-(6-Amino-1-(4-Aminobenzyl)-1H-Pyrazolo[3,4-d]Pyrimidine-4-Yl)Benzonitrile